1-(4-benzyloxyphenyl)-3-(2-chloroethyl)urea C(C1=CC=CC=C1)OC1=CC=C(C=C1)NC(=O)NCCCl